2-(5-fluoro-1H-indol-2-yl)oxazole FC=1C=C2C=C(NC2=CC1)C=1OC=CN1